3-[(3-ethoxycarbonyl-2,4-dimethylpyrrole-5-yl)methylene]-2-indolinone C(C)OC(=O)C1=C(NC(=C1C)C=C1C(NC2=CC=CC=C12)=O)C